[N+](=O)([O-])C=1C=NC=CC1B1OC(C)(C)C(C)(C)O1 (3-nitropyridin-4-yl)boronic acid pinacol ester